FC(C=1C(NC2=CC(=C(C=C2N1)C)C)=O)F 3-(difluoromethyl)-6,7-dimethylquinoxalin-2(1H)-one